OC[C@H](C1=CC=CC=C1)NC1=CC(=NC=C1C=1OC(=NN1)C)NC=1N=CC2=C(N1)C(OB2O)(C)C (S)-5-((4-((2-hydroxy-1-phenylethyl)amino)-5-(5-methyl-1,3,4-oxadiazol-2-yl)pyridin-2-yl)amino)-3,3-dimethyl-[1,2]oxaborolo[4,3-d]pyrimidin-1(3H)-ol